4-(4-(4,4,5,5-tetramethyl-1,3,2-dioxaborolan-2-yl)benzyl)-3-(trifluoromethyl)morpholine CC1(OB(OC1(C)C)C1=CC=C(CN2C(COCC2)C(F)(F)F)C=C1)C